N=1NC(=C2C1CCC2)O 4H,5H,6H-cyclopenta[c]pyrazol-3-ol